4-ethyl-3-(N-(4-(trifluoromethyl)-[1,1'-biphenyl]-2-yl)sulfamoyl)benzoic acid C(C)C1=C(C=C(C(=O)O)C=C1)S(NC1=C(C=CC(=C1)C(F)(F)F)C1=CC=CC=C1)(=O)=O